(5r,8r)-8-(((4-(((E)-2-(aminomethyl)-3-fluoroallyl)oxy)phenyl)sulfonyl)methyl)-2-isopropyl-2-azaspiro[4.5]decan-1-one NC/C(/COC1=CC=C(C=C1)S(=O)(=O)CC1CCC2(CCN(C2=O)C(C)C)CC1)=C\F